1-ethoxy-1-oxo-2-propanol C(C)OC(C(C)O)=O